1-[4-(4-chlorophenoxy)-2-trifluoromethylphenyl]ethanone ClC1=CC=C(OC2=CC(=C(C=C2)C(C)=O)C(F)(F)F)C=C1